6-(Azetidin-1-yl)-N-[(5-(tert-butyl)-2-(cyclopropylmethoxy)phenyl)sulfonyl]-4-fluorobenzofuran-2-carboxamide N1(CCC1)C1=CC2=C(C=C(O2)C(=O)NS(=O)(=O)C2=C(C=CC(=C2)C(C)(C)C)OCC2CC2)C(=C1)F